OC(=O)C(F)(F)F.C1(=CC=CC=C1)CCC1=NOC(=N1)[C@H]1NCCC1 3-(2-phenylethyl)-5-[(2S)-pyrrolidin-2-yl]-1,2,4-oxadiazole TFA salt